[(4S)-7,8-dichloro-6-(3-fluoro-2-pyridyl)-4-methyl-4H-[1,2,4]triazolo[1,5-a][1,4]benzodiazepin-2-yl]-(5-oxa-2-azaspiro[3.5]nonan-2-yl)methanone ClC1=C(C=CC2=C1C(=N[C@H](C=1N2N=C(N1)C(=O)N1CC2(C1)OCCCC2)C)C2=NC=CC=C2F)Cl